(1R,5S)-bicyclo[3.1.0]hexan-3-ol [C@H]12CC(C[C@@H]2C1)O